C(C)OC1=NC(=NC=C1C(NC1=CC2=CN(N=C2C(=C1)F)C)=O)N(C1CCN(CC1)C(=O)OC(C)(C)C)CC tert-butyl 4-((4-ethoxy-5-((7-fluoro-2-methyl-2H-indazol-5-yl)carbamoyl)pyrimidin-2-yl)(ethyl)amino)piperidine-1-carboxylate